2-(4,5-diphenyloxazol-2-yl)sulfanyl-propanamide C1(=CC=CC=C1)C=1N=C(OC1C1=CC=CC=C1)SC(C(=O)N)C